C(C1=CC=CC=C1)NS(=O)(=O)C1=CC(=CC(=C1)B1OC(C(O1)(C)C)(C)C)C N-benzyl-3-methyl-5-(4,4,5,5-tetramethyl-1,3,2-dioxaborolan-2-yl)benzenesulfonamide